O=C1N(C(C=C1)=O)CCN(C(CCC(=O)ON1OOCC1)=O)CCN1C(C=CC1=O)=O Dioxapyrrolidin-1-yl 4-(bis(2-(2,5-dioxo-2,5-dihydro-1H-pyrrol-1-yl) ethyl) amino)-4-oxobutanoate